BrC=1C(=C(C=CC1)N)N 3-bromo-1,2-phenylenediamine